(2S,5S)-2-methyl-5-(prop-1-en-2-yl)cyclohexanone C[C@@H]1C(C[C@H](CC1)C(=C)C)=O